CNC(=O)C1=CC2=C(N(C(=N2)C2=CC=NC=C2)C2=CC3=C(NC(N3)=O)C=C2)C=C1 N-methyl-2'-oxo-2-(pyridin-4-yl)-2',3'-dihydro-1'H-[1,5'-bi-benzo[d]imidazole]-5-carboxamide